4-isocyano-2-(1H-pyrrol-1-yl)aniline [N+](#[C-])C1=CC(=C(N)C=C1)N1C=CC=C1